P(=O)(OC1=CC=C(C=C1)C)(OC1=CC=CC=C1)[O-] (4-methylphenyl) phenyl phosphate